Cl.C(C#C)NN prop-2-yn-1-ylhydrazine hydrochloride